N[C@@H]1CC[C@H](CC1)NC=1C=2N(N=CC1C(N)=NC1=C(C=CC=C1Cl)Cl)C=C(C2)C 4-[(trans-4-aminocyclohexyl)amino]-N'-(2,6-dichlorophenyl)-6-methylpyrrolo[1,2-b]pyridazine-3-carboximidamide